ClC1=C(C(=CC=C1)OC)NC=1C(C(C1NCC1=CC(=C(C=C1)C1=NOC(=N1)C(F)(F)F)F)=O)=O 3-((2-chloro-6-methoxyphenyl)amino)-4-((3-fluoro-4-(5-(trifluoromethyl)-1,2,4-oxadiazol-3-yl)benzyl)amino)cyclobut-3-ene-1,2-dione